FC(C(=O)O)(F)F.N[C@H](CCC(=O)O)C(N)=O D-alpha-glutamine trifluoroacetic acid salt